N-[3-(4-ethylpyrimidin-2-yl)-4-methylphenyl]-3-methyl-6-azabicyclo[3.1.1]heptane-6-carboxamide C(C)C1=NC(=NC=C1)C=1C=C(C=CC1C)NC(=O)N1C2CC(CC1C2)C